ClC1=CC=2C(=NC(=C(N2)C)C)C(=N1)[C@@H]1C[C@H](C1)C(F)(F)F 7-chloro-2,3-dimethyl-5-(trans-3-(trifluoromethyl)cyclobutyl)pyrido[3,4-b]pyrazine